(1R,2S,4S,6R)-3''-((tert-butyldiphenylsilyl)oxy)dispiro[bicyclo[2.2.1]heptane-2,3'-[1,2,4]trioxane-5',1''-cyclohexane]-6-carboxylic acid methyl ester COC(=O)[C@@H]1C[C@H]2C[C@]3(OOCC4(CC(CCC4)O[Si](C4=CC=CC=C4)(C4=CC=CC=C4)C(C)(C)C)O3)[C@@H]1C2